S-(6-isopropyl-3-methylcyclohex-2-en-1-yl)cysteine C(C)(C)C1CCC(=CC1SC[C@H](N)C(=O)O)C